C(CCCCCCCCCCCCCCCCC)(=O)OCCCCCCCCCCCCOC(CCCCCCCCCCCCCCCCC)=O 1,12-dodecanediol distearate